[Cl-].FC1=C(C=CC(=N1)[NH2+]CC1=CC=CC=C1)C(C)C (S)-(6-fluoro-5-isopropylpyridin-2-yl)(phenyl)methylammonium chloride